cholest-7,24-dienol C(C(C)=CCC[C@@H](C)[C@H]1CC[C@H]2C3=CCC4CCCC[C@]4(C)[C@H]3CC[C@]12C)O